N-(5-chloro-6-phenoxy-3-pyridyl)-6-piperazin-1-yl-pyrido[3,2-d]pyrimidin-4-amine ClC=1C=C(C=NC1OC1=CC=CC=C1)NC=1C2=C(N=CN1)C=CC(=N2)N2CCNCC2